Benzyl (7-amino-5-((2S,4S)-1-((R)-3-cyclohexyl-2-(quinolin-5-carboxamido)propanoyl)-4-(5-(2-hydroxypropan-2-yl)-1H-1,2,3-triazol-1-yl)pyrrolidin-2-carboxamido)-6,7-dioxoheptyl)carbamat NC(C(C(CCCCNC(OCC1=CC=CC=C1)=O)NC(=O)[C@H]1N(C[C@H](C1)N1N=NC=C1C(C)(C)O)C([C@@H](CC1CCCCC1)NC(=O)C=1C=2C=CC=NC2C=CC1)=O)=O)=O